CN1N=CC(=C1)N(S(=O)(=O)NC(OC(C)(C)C)=O)[C@H]1CN(CCC1)C Tert-butyl N-[(1-methyl-1H-pyrazol-4-yl)[(3R)-1-methylpiperidin-3-yl]-sulfamoyl]carbamate